C(C1=CC=CC=C1)OC=1C=C2CC[C@@H]([C@@H](C2=CC1)C1=CC=C(OCC=O)C=C1)C1=CC=CC=C1 2-(4-((1R,2S)-6-(Benzyloxy)-2-phenyl-1,2,3,4-tetrahydronaphthalen-1-yl)-phenoxy)acetaldehyde